1-Cyclopropyl-5-(2-methylpyridin-4-yl)-6-nitro-1H-benzimidazole C1(CC1)N1C=NC2=C1C=C(C(=C2)C2=CC(=NC=C2)C)[N+](=O)[O-]